6-chloro-3-(5-(4-methoxyphenyl)-1-propionyl-4,5-dihydro-1H-pyrazol-3-yl)-4-methyl-1,5-naphthyridin-2(1H)-one ClC=1N=C2C(=C(C(NC2=CC1)=O)C1=NN(C(C1)C1=CC=C(C=C1)OC)C(CC)=O)C